6-methoxy-2-naphthylmethyl alcohol COC=1C=C2C=CC(=CC2=CC1)CO